E-Isobutyrate C(C(C)C)(=O)[O-]